C(C1=CC=CC=C1)N1C[C@@H](C([C@@H](C1)C)(F)F)C (3S,5R)-1-benzyl-4,4-difluoro-3,5-dimethylpiperidine